N-(4-{[6-(5-chloro-2-fluorophenyl)-3-(1,2,3,6-tetrahydropyridin-4-yl)pyridazin-4-yl]amino}pyridin-2-yl)-3-(4-methylpiperazin-1-yl)propanamide ClC=1C=CC(=C(C1)C1=CC(=C(N=N1)C=1CCNCC1)NC1=CC(=NC=C1)NC(CCN1CCN(CC1)C)=O)F